FC1(OC2=C(O1)C=C(C=C2N)I)F 2,2-difluoro-6-iodo-1,3-benzodioxol-4-amine